FC1=NN(C=C1C1=NC=CC(=N1)NC=1C=NC2=C(C=CC(=C2C1)C(C)C)N1[C@@H]([C@H](C1)CS(=O)(=O)F)C)C ((2R,3S)-1-(3-((2-(3-fluoro-1-methyl-1H-pyrazol-4-yl)pyrimidin-4-yl)amino)-5-isopropylquinolin-8-yl)-2-methylazetidin-3-yl)methanesulfonyl fluoride